C(C)(C)(C)OC(=O)C1C(C1C=1C=NN(C1)C)CC trans-2-ethyl-3-(1-methylpyrazol-4-yl)cyclopropanecarboxylic acid tert-butyl ester